(8S,11R,13S,14S,17S)-11-(4-cyclopropylphenyl)-17-(1,1-difluoroprop-2-yn-1-yl)-13-methyl-7,8,9,11,12,13,14,15,16,17-decahydro-6H-cyclopenta[a]phenanthrene-3,17-diol C1(CC1)C1=CC=C(C=C1)[C@@H]1C[C@@]2([C@](CC[C@H]2[C@@H]2CCC=3C=C(C=CC3C12)O)(O)C(C#C)(F)F)C